N(=[N+]=[N-])CC(=O)[C@@]12OC(O[C@@H]1C[C@H]1[C@@H]3C[C@@H](C4=CC(C=C[C@@]4([C@]3([C@H](C[C@]21C)O)F)C)=O)F)CCC (1S,2S,4R,8S,9S,11S,12R,13S,19S)-8-(2-Azidoacetyl)-12,19-difluoro-11-hydroxy-9,13-dimethyl-6-propyl-5,7-dioxapentacyclo[10.8.0.02,9.04,8.013,18]icosa-14,17-dien-16-one